(S)-1-(chloromethyl)-4-(1-methoxyethyl)benzene ClCC1=CC=C(C=C1)[C@H](C)OC